fluoro-4-(6-hydroxyhex-1-yn-1-yl)phenol FC1=C(C=CC(=C1)C#CCCCCO)O